N[C@@H]1CC[C@H](CC1)C(=O)OC methyl trans-p-aminocyclohexyl-carboxylate